tert-Butyl 6'-(3H-imidazo[4,5-b]pyridin-7-ylamino)-8'-methyl-1',5'-dioxo-1',5'-dihydro-2'H-spiro[cyclohexane-1,3'-imidazo[1,5-a]pyridine]-2'-carboxylate N1=CNC2=NC=CC(=C21)NC2=CC(=C1N(C2=O)C2(N(C1=O)C(=O)OC(C)(C)C)CCCCC2)C